1,2-bis[(2-mercaptoethyl)thio]3-mercaptopropane SCCSCC(CS)SCCS